BrC=1N=C(N(C1)COCC[Si](C)(C)C)CCCC(F)(F)F 2-[[4-bromo-2-(4,4,4-trifluorobutyl)imidazol-1-yl]methoxy]ethyl-trimethyl-silane